ClC1=NC=C2C=C(C(=NC2=C1)C)C=1C(=CC(=NC1)C(CCC)=O)C 1-[5-(7-chloro-2-methyl-1,6-naphthyridin-3-yl)-4-methylpyridin-2-yl]butan-1-one